NCC1CCS(CC1)(=NC1CC1)=O 4-(aminomethyl)-1-(cyclopropylimino)hexahydro-1λ6-thiopyran 1-oxide